CN(C(=O)NC1=C(C=CC=C1)OC)C 1,1-dimethyl-3-(2-methoxyphenyl)urea